1,2-di-phenyl-1,2-dimethylethane C1(=CC=CC=C1)C(C(C)C1=CC=CC=C1)C